F[C@@H]1[C@H]2CCC[C@@H](C[C@@H]1OC1=CC=C(N=N1)C1=C(C=C(C=C1)C=1C=CC=3N(C1)C=NC3)O)N2 2-(6-(((1r,2r,3s,5s)-2-fluoro-9-azabicyclo[3.3.1]non-3-yl)oxy)pyridazin-3-yl)-5-(imidazo[1,5-a]pyridin-6-yl)phenol